tert-butyl (S)-(6-(1-amino-1,3-dihydrospiro[indene-2,4'-piperidin]-1'-yl)-3-bromopyrazin-2-yl)(tert-butoxycarbonyl)carbamate N[C@@H]1C2=CC=CC=C2CC12CCN(CC2)C2=CN=C(C(=N2)N(C(OC(C)(C)C)=O)C(=O)OC(C)(C)C)Br